(12aR)-9-(2-vinyl-6-methoxyphenyl)-8,10-difluoro-3,4,12,12a-tetrahydro-6H-pyrazino[2,1-c][1,4]benzooxazepine-2(1H)-carboxylic acid tert-butyl ester C(C)(C)(C)OC(=O)N1C[C@@H]2COC3=C(CN2CC1)C=C(C(=C3F)C3=C(C=CC=C3OC)C=C)F